C1(CC1)C=1C=CC(=C(C1)CC(=O)OC)OC methyl 2-(5-cyclopropyl-2-methoxyphenyl)acetate